8-methylnaphthalene CC=1C=CC=C2C=CC=CC12